trans-2-fluorocyclopropanecarboxylic acid F[C@H]1[C@@H](C1)C(=O)O